1-nitropropane [N+](=O)([O-])CCC